N1=CC=C(C2=CC=CN=C12)C1=NNC2=NC(=CN=C21)N2C[C@@H]1[C@]([C@@H]1CC2)(C2=NOC(=C2)C)CN ((1S,6R,7S)-3-(3-(1,8-naphthyridin-4-yl)-1H-pyrazolo[3,4-b]pyrazin-6-yl)-7-(5-methylisoxazol-3-yl)-3-azabicyclo[4.1.0]heptan-7-yl)methanamine